4-((5-bromononyl)oxy)-2-(2,6-dioxopiperidin-3-yl)isoindoline-1,3-dione BrC(CCCCOC1=C2C(N(C(C2=CC=C1)=O)C1C(NC(CC1)=O)=O)=O)CCCC